(biphenylyl)(diphenyltriazinyl)dibenzofuran C1(=C(C=CC=C1)C1=C(C2=C(OC3=C2C=CC=C3)C=C1)C1=NN=NC(=C1C1=CC=CC=C1)C1=CC=CC=C1)C1=CC=CC=C1